Cl.NCCCC(N)(C(=O)O)C(F)F DL-α-difluoromethylornithine HCl